5-(2-fluoro-5-nitrophenyl)-1H-pyrrole-2-carboxylic acid methyl ester COC(=O)C=1NC(=CC1)C1=C(C=CC(=C1)[N+](=O)[O-])F